1-(3-fluoropropyl)-3-[[4-(4,4,5,5-tetramethyl-1,3,2-dioxaborolan-2-yl)phenyl]methyl]pyrrolidine FCCCN1CC(CC1)CC1=CC=C(C=C1)B1OC(C(O1)(C)C)(C)C